exo-N-[1-(2-methoxypyridin-4-yl)cyclobutyl]-1,1a,2,7b-tetrahydrocyclopropa[c][1]benzopyran-1-carboxamide COC1=NC=CC(=C1)C1(CCC1)NC(=O)C1C2COC3=C(C21)C=CC=C3